bis(2-((2-(ethylthio)ethyl)thio)ethyl)amine C(C)SCCSCCNCCSCCSCC